N,N-bis(3-methoxybenzyl)-4-((2-(piperidin-1-yl)ethoxy)methyl)thiazol-2-amine COC=1C=C(CN(C=2SC=C(N2)COCCN2CCCCC2)CC2=CC(=CC=C2)OC)C=CC1